CC1=C(OCC2=CC(=NN2C2=CC=CC=C2)C)C(=CC=C1)C 5-[(2,6-dimethylphenoxy)methyl]-3-methyl-1-phenyl-pyrazole